2'-hydroxybiphenyl-3-carboxylic acid OC1=C(C=CC=C1)C1=CC(=CC=C1)C(=O)O